3-chloro-N-(3-(1-((4-fluorophenyl)carbamoyl)cyclobutyl)bicyclo[1.1.1]pentan-1-yl)benzamide ClC=1C=C(C(=O)NC23CC(C2)(C3)C3(CCC3)C(NC3=CC=C(C=C3)F)=O)C=CC1